OC1=C(C=C(C=C1)/C=C/C(CC(/C=C/C1=CC(=C(OCCOCCOCCNC(OC(C)(C)C)=O)C=C1)OC)=O)=O)OC tert-butyl (2-(2-(2-(4-((1E,6E)-7-(4-hydroxy-3-methoxyphenyl)-3,5-dioxohepta-1,6-dien-1-yl)-2-methoxyphenoxy)ethoxy)ethoxy)ethyl)carbamate